OC=1C=C2C(=NC(=NC2=CC1)NC1=CC=C(C=C1)OC(F)F)C(F)(F)F 6-hydroxy-N-(4-difluoromethoxyphenyl)-4-trifluoromethylquinazolin-2-amine